4-(oxan-4-yl)-7,14-dioxa-10,19,20-triazatetracyclo[13.5.2.12,6.018,21]tricosa-1(20),2(23),3,5,15,17,21-heptaene O1CCC(CC1)C1=CC=2C3=NNC4=CC=C(OCCCNCCOC(=C1)C2)C=C34